CCCCCCCCCCCCCCCCCC(=O)N[C@@H](CO[C@H]1[C@@H]([C@H]([C@@H]([C@H](O1)CO)O[C@H]2[C@@H]([C@H]([C@H]([C@H](O2)CO)O)O[C@H]3[C@@H]([C@H]([C@@H]([C@H](O3)COS(=O)(=O)O)O[C@H]4[C@@H]([C@H]([C@H]([C@H](O4)CO)O)O[C@@]5(C[C@@H]([C@H]([C@@H](O5)[C@@H]([C@@H](CO)O)O)NC(=O)C)O)C(=O)O)O)O[C@H]6[C@H]([C@@H]([C@@H]([C@@H](O6)C)O)O)O)NC(=O)C)O)O)O)[C@@H](/C=C/CCCCCCCCCCCCC)O The molecule is a sialopentaosylceramide consisting of a branched hexasaccharide made up from one sialyl residue, two galactose residues, one L-fucose residue, one N-acetyl-6-sulfoglucosamine residue and one glucose residue, which at the reducing end is attached to a d18:1/18:0 ceramide moiety via a beta-linkage; commonly known as sialyl 6-sulfo Lewis X. It is a sialopentaosylceramide and an oligosaccharide sulfate.